7,9-diazatricyclo[3.3.1.02,4]nonane bis(2,2,2-trifluoroacetate) FC(C(=O)O)(F)F.FC(C(=O)O)(F)F.C12C3CC3C(CNC1)N2